NC1=C(C2=C(C=CO2)C=C1)C#N 6-aminobenzofuran-7-carbonitrile